1-ethyl-1-cyclohexyl methacrylate C(C(=C)C)(=O)OC1(CCCCC1)CC